11-((tert-butyldiphenylsilyl)oxy)undecaldehyde [Si](C1=CC=CC=C1)(C1=CC=CC=C1)(C(C)(C)C)OCCCCCCCCCCC=O